dibutyl-tin di(ethyl hexanoate) C(C)C(C(=O)[O-])CCCC.C(C)C(C(=O)[O-])CCCC.C(CCC)[Sn+2]CCCC